(E)-3,4-dihydroxy-6-(2-(6-hydroxynaphthalen-2-yl)vinyl)-2H-pyran-2-one OC=1C(OC(=CC1O)\C=C\C1=CC2=CC=C(C=C2C=C1)O)=O